C(C)(C)(C)OC(=O)N([C@H]([C@@H](CC(=O)N1[C@@H](CCC1)[C@@H]([C@H](C(=O)N[C@H](C(=O)OC)CC1=CC=CC=C1)C)OC)OC)[C@H](CC)C)C (S)-methyl 2-((2R,3R)-3-((S)-1-((3R,4S,5S)-4-((tert-butoxycarbonyl) (methyl) amino)-3-methoxy-5-methylheptanoyl)-pyrrolidin-2-yl)-3-methoxy-2-methylpropanamido)-3-phenylpropanoate